C(C)(C)(C)OC(=O)NC[C@@H](C(=O)O)C1=CC(=CC=C1)OC (2S)-3-(tert-butoxycarbonylamino)-2-(3-methoxyphenyl)propionic acid